((2-(dimethoxymethyl)-5,6,7,8-tetrahydro-1,8-naphthyridin-3-yl)methyl)-1,3-oxazepin-2-one COC(C1=NC=2NCCCC2C=C1CC=1NC(OC=CC1)=O)OC